COC=1C=C(C=CC1)NC(=N)C1(CCNCC1)C N-(3-methoxyphenyl)-4-methylpiperidine-4-carboxamidine